F[C@@]1([C@@H](O[C@@H]([C@H]1O)CO)N1C(=O)N=C(N)C=C1)O 2'-fluoroCytidin